C(C)N1N=C(C(=C1)C1=C2C(=NC=C1)NN=C2)C2=NC=C(C=C2)F 4-(1-ethyl-3-(5-fluoropyridin-2-yl)-1H-pyrazol-4-yl)-1H-pyrazolo[3,4-b]pyridine